ClC1=CC=C(C=C1)N1C(C(=CC=2C1=NC(=CN2)OCC)C2=CC1=CN(N=C1C=C2)C)=O 5-(4-chlorophenyl)-3-ethoxy-7-(2-methyl-2H-indazol-5-yl)pyrido[2,3-b]pyrazin-6(5H)-one